N-(2-Ethoxybenzene-1-sulfonyl)-6-[3-(trifluoromethyl)azetidin-1-yl]-1-benzofuran-2-carboxamide C(C)OC1=C(C=CC=C1)S(=O)(=O)NC(=O)C=1OC2=C(C1)C=CC(=C2)N2CC(C2)C(F)(F)F